CN1[C@H]([C@@H](CCC1)C1=CC=2C(=NC=C(C2NC=2C=CC3=C(N=CS3)C2)F)S1)C N-(2-((2S,3R)-1,2-dimethylpiperidin-3-yl)-5-fluorothieno[2,3-b]pyridin-4-yl)benzo[d]thiazol-5-amine